C(C)(C)(C)OC(=O)NCCOCCOC(=O)OC1=CC=C(C=C1)CCC(=O)OC(C)(C)C tert-butyl 3-[4-[2-[2-(tert-butoxycarbonylamino)ethoxy]ethoxycarbonyloxy]phenyl]propanoate